6-((2-((2-((tert-Butyldiphenylsilyl)oxy)ethyl)thio)ethyl)amino)undecane-1,11-diyl bis(3-cyclopentadecyl-propanoate) C1(CCCCCCCCCCCCCC1)CCC(=O)OCCCCCC(CCCCCOC(CCC1CCCCCCCCCCCCCC1)=O)NCCSCCO[Si](C1=CC=CC=C1)(C1=CC=CC=C1)C(C)(C)C